N,N-dimethyl-2-phenylprop-2-en-1-amine CN(CC(=C)C1=CC=CC=C1)C